3-pyrrolidin-1-yl-4-(5,6,7,8-tetrahydroimidazo[1,5-a]pyrazin-3-yl)aniline N1(CCCC1)C=1C=C(N)C=CC1C1=NC=C2N1CCNC2